(R)-6-(4-(2-(benzyloxy)phenyl)piperidin-1-yl)-2-azaspiro[3.4]Octane C(C1=CC=CC=C1)OC1=C(C=CC=C1)C1CCN(CC1)[C@H]1CC2(CNC2)CC1